CC1=NC2=CC=C(C=C2C(=C1)N)NC1=NC(=NN2C1=CC=C2)C2=CC(=C(C(=C2)OC)OC)OC 2-methyl-N6-(2-(3,4,5-trimethoxyphenyl)pyrrolo[2,1-f][1,2,4]triazin-4-yl)quinoline-4,6-diamine